1-(dibenzo[b,d]furan-3-yl)-1H-benzo[d]imidazole-4-carbonitrile C1=CC(=CC=2OC3=C(C21)C=CC=C3)N3C=NC2=C3C=CC=C2C#N